NCC1CCN(CC1)C(=O)C1=C(C#N)C=C(C=C1)NC=1C=2N(C=CN1)C(=CN2)C2=CC=C(C=C2)OC(F)F 2-(4-(amino-methyl)piperidine-1-carbonyl)-5-((3-(4-(difluoro-methoxy)phenyl)imidazo[1,2-a]pyrazin-8-yl)amino)benzonitrile